C12C(CC(CC1)C2)C2=CC=C(C=C2)C2=NC(=NC(=C2)Cl)C2=CC=CC=C2 4-(4-(bicyclo[2.2.1]heptan-2-yl)phenyl)-6-chloro-2-phenylpyrimidine